COC1=CC=C(C=C1)C1C(CN(C(C1)C)C(=O)OC(C)(C)C)C(=O)OC (+/-)-1-tert-Butyl trans,cis-3-Methyl 4-(4-Methoxyphenyl)-6-methylpiperidine-1,3-dicarboxylate